3'-amino-[1,1'-biphenyl] NC=1C=C(C=CC1)C1=CC=CC=C1